2-amino-4,5,6,7-tetrahydrobenzothiophene-3-carbonitrile NC=1SC2=C(C1C#N)CCCC2